ethyl (dimethylsilyl) phosphite P(OCC)(O[SiH](C)C)[O-]